C1C2N(CCN1C(CN1C(C3(CCN(CC3)C(=O)C3=CC=C4C(=N3)C=NN4)C4=C(C(=CC=C14)F)Cl)=O)=O)CCC2 1-[2-(3,4,6,7,8,8a-hexahydro-1H-pyrrolo[1,2-a]pyrazin-2-yl)-2-oxoethyl]-4-chloro-5-fluoro-1'-(1H-pyrazolo[4,3-b]pyridine-5-carbonyl)spiro[indole-3,4'-piperidin]-2-one